C(#N)[C@H](C[C@H]1C(NCC1)=O)NC(=O)[C@@H]1[C@H]2C([C@H]2CN1C(COC1=CC=C(C=C1)C(F)(F)F)=O)(C)C (1R,2S,5S)-N-((S)-1-Cyano-2-((S)-2-oxopyrrolidin-3-yl)ethyl)-6,6-dimethyl-3-(2-(4-(trifluoromethyl)phenoxy)acetyl)-3-azabicyclo[3.1.0]hexane-2-carboxamide